[Fe].O water Iron